6-bromo-5-(2-fluorophenyl)thiazolo[4,5-b]pyridine-2-carbonitrile BrC=1C=C2C(=NC1C1=C(C=CC=C1)F)N=C(S2)C#N